C(C)(C)(C)OC(=O)N1CCC(CC1)O[C@H](C(=O)O)C (2S)-2-[(1-tert-butoxycarbonyl-4-piperidyl)oxy]propanoic acid